C(#N)C1=CC(=C(COC2=CC=C(C(=N2)C2=CC(=C(CC3=NC4=C(N3[C@@H]3COCC3(C)C)C=C(C=C4)C(=O)O)C=C2C)F)F)C=C1)F (S)-2-(4-(6-((4-cyano-2-fluorobenzyl)oxy)-3-fluoropyridin-2-yl)-2-fluoro-5-methylbenzyl)-1-(4,4-dimethyltetrahydrofuran-3-yl)-1H-benzo[d]imidazole-6-carboxylic acid